ClC1=C(C=C(C=C1)C(CS(=O)(=O)N)(C)O)C=1N=NN(N1)CC1=C(C=CC(=C1)OC(F)(F)F)F 2-(4-chloro-3-(2-(2-fluoro-5-(trifluoromethoxy)benzyl)-2H-tetrazol-5-yl)phenyl)-2-hydroxypropane-1-sulfonamide